COC1=CC=C(OC2CCC3=C(NC2=O)C=CC=C3)C=C1 3-(4-methoxyphenoxy)-4,5-dihydro-1H-benzo[b]azepin-2(3H)-one